(S)-3-[(1-piperazinyl)carbonyl]cyclopentanone hydrochloride salt Cl.N1(CCNCC1)C(=O)[C@@H]1CC(CC1)=O